(3R,5S,7R,8R,9S,10S,12S,13R,14S,17R)-3,7,12-trihydroxy-10,13-dimethylhexadecane O[C@H](CC)CCC[C@H](CC[C@@H](C[C@@H]([C@@H](CCC)C)O)C)O